COC(C1=C(C(=CC(=C1)Br)Br)N)=O 3,5-dibromo-2-aminobenzoic acid methyl ester